NC1=C2C(=NC=N1)N(N=C2C2=CC=C(C=C2)OC2=CC=CC=C2)[C@H]2CN(CCC2)C(/C=C/COCCOCCOCCN(C(OC(C)(C)C)=O)C(=O)OC(C)(C)C)=O tert-butyl N-[2-[2-[2-[(E)-4-[(3R)-3-[4-amino-3-(4-phenoxyphenyl)pyrazolo[3,4-d]pyrimidin-1-yl]-1-piperidyl]-4-oxo-but-2-enoxy]ethoxy]ethoxy]ethyl]-N-tert-butoxycarbonyl-carbamate